[Si](C)(C)(C(C)(C)C)OC=1C=C(C=CC1OC)[C@@H](C(C(=O)OCC)=C)NC1=CC(=CC(=C1)OC)OC (S)-ethyl 2-((3-((tert-butyldimethylsilyl)oxy)-4-methoxyphenyl)((3,5-dimethoxyphenyl)amino)methyl)acrylate